C(#C)C=1C(=CC=C2C=CC=C(C12)C1=C(C=2N=C(N=C(C2C=N1)N1CCC(CCC1)C#N)OC[C@]12CCCN2[C@@H](CC1)CO)F)F 1-(7-(8-ethynyl-7-fluoronaphthalen-1-yl)-8-fluoro-2-(((3S,7aS)-3-(hydroxymethyl)tetrahydro-1H-pyrrolizin-7a(5H)-yl)methoxy)pyrido[4,3-d]pyrimidin-4-yl)azepane-4-carbonitrile